C12(CC3CC(CC(C1)C3)C2)NCCOCCNC(OC(C)(C)C)=O tert-Butyl (2-(2-(((1s,3s)-adamantan-1-yl)amino)ethoxy)ethyl)carbamate